4-(2,3-dimethylpentan-2-yl)phenol CC(C)(C(CC)C)C1=CC=C(C=C1)O